ethyl di-(1-octyl) phosphate P(=O)(OCC)(OCCCCCCCC)OCCCCCCCC